C(C)OC(/C(/C)=N/NC1=C(C=CC(=C1)F)C)=O (2E)-2-[2-(5-fluoro-2-methylphenyl)hydrazine-1-ylidene]propionic acid Ethyl ester